C(C)(C)(C)OC(=O)N1C(CCC1)C=1N=NC(=CC1)N 2-(6-Aminopyridazin-3-yl)pyrrolidine-1-carboxylic acid tert-butyl ester